triethyl-(methoxyethyl)phosphine C(C)P(CCOC)(CC)CC